ClC1=CC=C(C=C1)[C@H](C(F)(F)F)N(S(=O)(=O)C1=CC=2N(C=C1)N=NC2)C (R)-N-(1-(4-chlorophenyl)-2,2,2-trifluoroethyl)-N-methyl-[1,2,3]triazolo[1,5-a]pyridine-5-sulfonamide